4-(4-nitrophenyl)pyrimidine-2,4-diamine [N+](=O)([O-])C1=CC=C(C=C1)C1(NC(=NC=C1)N)N